ClC=1C(=C(C(=CC1)N1N=NN=C1)C1=CC(N2C(CC[C@@H]2C1)C(=O)OCC(=O)C1=C(C(=NC=C1)N1N=NC=C1)F)=O)F 2-(3-fluoro-2-(1H-1,2,3-triazol-1-yl)pyridin-4-yl)-2-oxoethyl (8aR)-7-(3-chloro-2-fluoro-6-(1H-tetrazol-1-yl)phenyl)-5-oxo-1,2,3,5,8,8a-hexahydroindolizine-3-carboxylate